CC(CCC)CCC(CCCCCCC)O 4-methyl-tetradecane-7-ol